FC1=CC=C(C=C1)N1CCN(CC1)CC[C@@H]1OC(C2(C1)CCN(CC2)C([C@H](C)NC(C)=O)=O)=O N-((S)-1-((R)-3-(2-(4-(4-fluorophenyl)piperazin-1-yl)ethyl)-1-oxo-2-oxa-8-azaspiro[4.5]decan-8-yl)-1-oxopropan-2-yl)acetamide